C(=O)(O)CN([C@@H](CCS)C(=O)O)CC(=O)O N,N-dicarboxymethyl-homocysteine